(R)-N-((2'-ethoxy-4-(4-(4-ethoxy-2-(trifluoromethyl)benzoyl)-2-ethylpiperazin-1-yl)-[1,1'-biphenyl]-3-yl)methyl)-2-nitrobenzenesulfonamide C(C)OC1=C(C=CC=C1)C1=CC(=C(C=C1)N1[C@@H](CN(CC1)C(C1=C(C=C(C=C1)OCC)C(F)(F)F)=O)CC)CNS(=O)(=O)C1=C(C=CC=C1)[N+](=O)[O-]